CC1=C(C(=O)NC2=CC(=C(C=C2C(F)(F)F)C2=CC=CC=C2)CC(=O)O)C(=CC(=C1)OCCC1=CC=CC=C1)C [4-{[2,6-dimethyl-4-(2-phenylethoxy)benzoyl]amino}-5-(trifluoromethyl)-2-biphenylyl]acetic acid